isopropyl-4-methyl-cyclohexane C(C)(C)C1CCC(CC1)C